C(C=C)(=O)N1[C@H](CN(CC1)C1=NC(=NC=2CC(CCC12)N1CC(C2=CC=CC=C12)C)OCCN(C)C)CC#N 2-((2S)-1-Acryloyl-4-(2-(2-(dimethylamino)ethoxy)-7-(3-methylindolin-1-yl)-5,6,7,8-tetrahydroquinazolin-4-yl)piperazin-2-yl)acetonitrile